methyl-thieno[3,2-b]pyridine CC1=CC2=NC=CC=C2S1